CC1(CCCCC1)C(=O)[O-] 1-methylcyclohexanecarboxylate